((1R,4R,7R)-7-amino-2-azabicyclo[2.2.1]heptan-2-yl)(2-(9-chloro-3-ethyl-2,3-dihydro-1H-pyrrolo[1,2,3-de]quinoxalin-5-yl)-7-fluoro-1-methyl-1H-benzo[d]imidazol-5-yl)methanone N[C@H]1[C@@H]2N(C[C@H]1CC2)C(=O)C2=CC1=C(N(C(=N1)C1=CC=3C=4N1C(CNC4C(=CC3)Cl)CC)C)C(=C2)F